2-acetamido-N-(6-methylpyridin-3-yl)benzamide C(C)(=O)NC1=C(C(=O)NC=2C=NC(=CC2)C)C=CC=C1